C(C1=CC=CC=C1)N1CC(NC(C1)C)C(=O)OC methyl 4-benzyl-6-methyl-piperazine-2-carboxylate